C(C)C=1C(=C(C(=O)O)C=CC1C(=O)O)C.C(C1=CC=C(C(=O)O)C=C1)(=O)OC(C)C methylethyl terephthalate (ethyl methyl terephthalate)